C(C)(C)(C)OC(=O)N1N=CC(=C1)CBr 4-(bromomethyl)-1H-pyrazole-1-carboxylic acid tert-butyl ester